[N+](=[N-])=CC(CC[C@@H](C(=O)OC(C)C)NC([C@H](CC1=CNC2=CC=C(C=C12)OC)O)=O)=O isopropyl (S)-6-diazo-2-((S)-2-hydroxy-3-(5-methoxy-1H-indol-3-yl)propanamido)-5-oxohexanoate